(S)-N-(2-((tert-Butyldimethylsilyl)oxy)-1-phenylethyl)-2'-chloro-[2,5'-bipyrimidin]-4'-amine [Si](C)(C)(C(C)(C)C)OC[C@H](C1=CC=CC=C1)NC1=NC(=NC=C1C1=NC=CC=N1)Cl